(1-(6-((2-amino-2-oxo-1-phenylethyl)thio)-3,5-dicyano-4-cyclopropylpyridin-2-yl)piperidin-3-yl)(methyl)carbamic acid tert-butyl ester C(C)(C)(C)OC(N(C)C1CN(CCC1)C1=NC(=C(C(=C1C#N)C1CC1)C#N)SC(C(=O)N)C1=CC=CC=C1)=O